2-((2R,4R)-1-(2-(3-acetyl-5-(2-methylpyrimidin-5-yl)-1H-indazol-1-yl)acetyl)-4-fluoropyrrolidine-2-carboxamido)-6-bromonicotinic acid C(C)(=O)C1=NN(C2=CC=C(C=C12)C=1C=NC(=NC1)C)CC(=O)N1[C@H](C[C@H](C1)F)C(=O)NC1=C(C(=O)O)C=CC(=N1)Br